3,5-dichloro-4-phenylpyridine ClC=1C=NC=C(C1C1=CC=CC=C1)Cl